(R)-1-((benzyloxy)carbonyl)pyrrole C(C1=CC=CC=C1)OC(=O)N1C=CC=C1